ClC1=CN=C(S1)C(=O)N[C@@H]1CN(C[C@@H](C1)N1C(=NC=2C=NC(=CC21)C2=NNC=N2)CC(C)C)C 5-chloro-N-((3S,5R)-5-(2-isobutyl-6-(1H-1,2,4-triazol-3-yl)-1H-imidazo[4,5-c]pyridin-1-yl)-1-methylpiperidin-3-yl)thiazole-2-carboxamide